(3S,4S)-3-fluoro-4-[3-(3-methyl-2-oxo-1H-benzimidazol-4-yl)azetidin-1-yl]piperidine-1-carboxylic acid tert-butyl ester C(C)(C)(C)OC(=O)N1C[C@@H]([C@H](CC1)N1CC(C1)C1=CC=CC=2NC(N(C21)C)=O)F